BrC1=CC=C(C=C1)N1N=C2C(N=CC=C2C2CCN(CC2)C(=O)OC(C)(C)C)=C1C#N tert-butyl 4-[2-(4-bromophenyl)-3-cyano-2H-pyrazolo[4,3-b]pyridin-7-yl]piperidine-1-carboxylate